(R)-N-(1-(4-chlorophenyl)-2-fluoroethyl)-5-cyano-N-methylpyridine-3-sulfonamide ClC1=CC=C(C=C1)[C@H](CF)N(S(=O)(=O)C=1C=NC=C(C1)C#N)C